[(2R,3S,4R,5S,6R)-3-Acetoxy-4,5-dihydroxy-6-[4-(4,4,5,5-tetramethyl-1,3,2-dioxaborolan-2-yl)phenyl]tetrahydropyran-2-yl]methyl acetate C(C)(=O)OC[C@H]1O[C@@H]([C@H]([C@H]([C@@H]1OC(C)=O)O)O)C1=CC=C(C=C1)B1OC(C(O1)(C)C)(C)C